4-((5-(4-(dimethylcarbamoyl)phenyl)-1-methyl-1H-indazole-3-carboxamido)methyl)benzoic acid CN(C(=O)C1=CC=C(C=C1)C=1C=C2C(=NN(C2=CC1)C)C(=O)NCC1=CC=C(C(=O)O)C=C1)C